ClC=1C(=C(C=CC1)N1CC=2N=C(N=C(C2CC1)N1C[C@@H](N(CC1)C(=O)OC(C)(C)C)CC#N)OC[C@H]1N(CCC1)C)CC tert-butyl (2S)-4-[7-(3-chloro-2-ethyl-phenyl)-2-[[(2S)-1-methylpyrrolidin-2-yl]methoxy]-6,8-dihydro-5H-pyrido[3,4-d]pyrimidin-4-yl]-2-(cyanomethyl)piperazine-1-carboxylate